ClC1=NC=C(C(=C1)N1C(C=C(C=C1C)OCCC1=NC=C(C=C1F)F)=O)Cl 2',5'-Dichloro-4-((3,5-difluoropyridin-2-yl)ethoxy)-6-methyl-2H-[1,4'-bipyridin]-2-one